1-(4-((2-amino-5-(1-methyl-1H-pyrazol-4-yl)pyridin-3-yl)oxy)-2-fluorophenyl)-3-(4-chloro-3-(trifluoromethyl)phenyl)urea NC1=NC=C(C=C1OC1=CC(=C(C=C1)NC(=O)NC1=CC(=C(C=C1)Cl)C(F)(F)F)F)C=1C=NN(C1)C